(2R,3S,4S,5R)-2-(acetoxymethyl)-5-(5-fluoro-2,4-dioxo-3,4-dihydropyrimidin-1(2H)-yl)-2-(trifluoromethyl)tetrahydrofuran-3,4-diyl diacetate C(C)(=O)O[C@@H]1[C@@](O[C@H]([C@H]1OC(C)=O)N1C(NC(C(=C1)F)=O)=O)(C(F)(F)F)COC(C)=O